(2-(Dimethylamino)ethyl)-1H-indol-4-yl hexylcarbamate C(CCCCC)NC(OC1=C2C=CN(C2=CC=C1)CCN(C)C)=O